NCCCCC1=C2CN(C(C2=CC=C1)=O)C1C(NC(CC1)=O)=O 3-(4-(4-aminobutyl)-1-oxoisoindolin-2-yl)piperidine-2,6-dione